C(C)(C)(C)OC(C[C@@H](C(=O)N1CCOCC1)NS(=O)(=O)C1=CC=C(C=C1)C)=O.C(C)(C)C1=C(NC2=CC=C(C=C12)C1CCNCC1)C=1C=C2C=CC=NC2=CC1 6-(3-isopropyl-5-(piperidin-4-yl)-1H-indol-2-yl)quinoline (S)-tert-Butyl-3-(4-methylphenylsulfonamido)-4-morpholino-4-oxobutanoate